4-(4-(6-(2-(2,6-dioxopiperidin-3-yl)-1-oxoisoindolin-4-yl)hex-5-yn-1-yl)piperazin-1-yl)piperidine O=C1NC(CCC1N1C(C2=CC=CC(=C2C1)C#CCCCCN1CCN(CC1)C1CCNCC1)=O)=O